C(C)C=1C=C(CC=2C=C(SC2C)C(=O)C=2C=NC=NC2)C=CC1 5-{[4-(3-ethylbenzyl)-5-methyl-2-thienyl]carbonyl}pyrimidin